N'-hydroxy-2-methyl-2-phenylpropanimidamide ON=C(C(C)(C1=CC=CC=C1)C)N